(2S)-2-[({[(2R,3S,11bR)-9,10-dimethoxy-3-(2-methylpropyl)-1H,2H,3H,4H,6H,7H,11bH-pyrido[2,1-a]isoquinolin-2-yl]methoxy}carbonyl)amino]propanoic acid COC=1C=C2CCN3[C@@H](C2=CC1OC)C[C@H]([C@@H](C3)CC(C)C)COC(=O)N[C@H](C(=O)O)C